4-(6-acetoxy-2-(1-bromoethyl)benzofuran-3-carbonyl-4,5,7-d3)-2,6-dibromophenyl acetate C(C)(=O)OC1=C(C=C(C=C1Br)C(=O)C1=C(OC2=C1C(=C(C(=C2[2H])OC(C)=O)[2H])[2H])C(C)Br)Br